FC1=NC(=CC=C1OB(O)O)[2H] (2-fluoropyridin-3-yl-6-d)boric acid